C(C)(C)(C)NC(=O)C1=C(C2=C(N=C(N=C2C2=CC(=CC=C2)NC(CN2CCCC2)=O)SC)S1)N tert-butyl-5-amino-2-methylsulfanyl-4-(3-(2-(pyrrolidin-1-yl)-acetylamino)-phenyl)-thieno[2,3-d]pyrimidine-6-carboxamide